IC=1C(=C(C(=O)N)C=CC1)C1=CC=CC=C1 iodophenyl-benzamide